ClC1=NC2=C3C(=C4C(=C2N=C1)C=CC=C4)C=CC=C3 2-chlorodibenzo[f,h]quinoxaline